C1(CC1)C=1N=NN(C1)[C@H](C(=O)N1[C@@H](C[C@H](C1)O)C(=O)NCC1=NNC(N1)=O)C(C)(C)C (2S,4R)-1-[(2S)-2-(4-cyclopropyltriazol-1-yl)-3,3-dimethyl-butanoyl]-4-hydroxy-N-[(5-oxo-1,4-dihydro-1,2,4-triazol-3-yl)methyl]pyrrolidine-2-carboxamide